ClC1=CC=C(C(=N1)SCC1=C(C=C(C#N)C=C1)F)F 4-(((6-chloro-3-fluoropyridin-2-yl)thio)methyl)-3-fluorobenzonitrile